C=C1C2C3C4C=CC(C3C(C1)C2)C4 9-methylidenetetracyclo[6.2.1.13,6.02,7]dodec-4-ene